C1(CCCCC1)C[C@@H](C(N[C@@H](CCC(N(CCNC(NCC)=O)C)=O)C(O)P(=O)(OCC)OCC)=O)NC(OCC1=CC(=CC=C1)Cl)=O 3-Chlorobenzyl ((12S,15S)-16-cyclohexyl-12-((diethoxyphosphoryl)(hydroxy)methyl)-8-methyl-4,9,14-trioxo-3,5,8,13-tetraazahexadecan-15-yl)carbamate